2-(2-fluoro-4-(methylsulfonyl)phenoxy)-5-methoxy-N-(5-methyl-1-(tetrahydro-2H-pyran-2-yl)-1H-pyrazol-3-yl)-6-(1-methyl-1H-pyrazol-4-yl)pyrimidin-4-amine FC1=C(OC2=NC(=C(C(=N2)NC2=NN(C(=C2)C)C2OCCCC2)OC)C=2C=NN(C2)C)C=CC(=C1)S(=O)(=O)C